3-benzoyl-1-((2R,3R,4R,5R)-4-((tert-butyldimethylsilyl)oxy)-3-(ethylthio)-5-(hydroxymethyl)tetrahydrofuran-2-yl)pyrimidine-2,4(1H,3H)-dione C(C1=CC=CC=C1)(=O)N1C(N(C=CC1=O)[C@@H]1O[C@@H]([C@H]([C@H]1SCC)O[Si](C)(C)C(C)(C)C)CO)=O